2-(3-(2-(7,8-Dimethyl-[1,2,4]triazolo[1,5-a]pyridin-6-yl)-3-isopropyl-1H-indol-5-yl)piperidin-1-yl)-N,N-dimethylacetamid CC1=C(C=2N(C=C1C=1NC3=CC=C(C=C3C1C(C)C)C1CN(CCC1)CC(=O)N(C)C)N=CN2)C